CC(OC(NCCOCCOCCOCC(NCC=1C=C(C(=O)OC)C=CC1)=O)=O)(C)C methyl 3-(17,17-dimethyl-3,15-dioxo-5,8,11,16-tetraoxa-2,14-diazaoctadecan-1-yl)benzoate